FC1(CNCC[C@H]1NC1=NN2C(C(=N1)OC)=C(C=C2)C=2C=NC=1N(C2)C=CN1)F (R)-N-(3,3-Difluoropiperidin-4-yl)-5-(imidazo[1,2-a]pyrimidin-6-yl)-4-methoxypyrrolo[2,1-f][1,2,4]triazin-2-amine